N1N2C(C=C1)=CC1(C2)CC1 6'H-spiro[cyclopropane-1,5'-pyrrolo[1,2-b]pyrazole]